C(#N)C=1C=C(C=CC1NC)S(/C=C/CNC(=O)C=1C(NC=C2CCCCC12)=O)(=O)=N N-[(2E)-3-{[3-cyano-4-(methylamino)phenyl](imino)oxo-λ6-sulfanyl}prop-2-en-1-yl]-3-oxo-2,3,5,6,7,8-hexahydroisoquinoline-4-carboxamide